tert-butyl N-tert-butoxycarbonyl-N-[3-fluoro-4-[[5-(2-fluoro-4-isopropyl-anilino)-4-methyl-3-pyridyl]methyl]-2-pyridyl]carbamate C(C)(C)(C)OC(=O)N(C(OC(C)(C)C)=O)C1=NC=CC(=C1F)CC=1C=NC=C(C1C)NC1=C(C=C(C=C1)C(C)C)F